S(=SCCCCCCS=S(=O)([O-])[O-])(=O)([O-])[O-] Hexamethylenbis(thiosulfat)